[2-(difluoromethyl)-4-pyridyl]boronic acid FC(C1=NC=CC(=C1)B(O)O)F